BrC1=CC=C(C=C1)[C@H](CNC(C(F)(F)F)=O)C N-[(2R)-2-(4-bromophenyl)propyl]-2,2,2-trifluoro-acetamide